N-(5-(((5-(tert-butyl)oxazol-2-yl)methyl)thio)thiazol-2-yl)piperidine-4-Carboxamide C(C)(C)(C)C1=CN=C(O1)CSC1=CN=C(S1)NC(=O)C1CCNCC1